N-methyl-2,3-dioleyloxypropylamine CNCC(COCCCCCCCC\C=C/CCCCCCCC)OCCCCCCCC\C=C/CCCCCCCC